[SiH2](OC=1C(=O)NC(C1)=O)C=1C(=O)NC(C1)=O siloxanebismaleimide